N1=CC=C(C=C1)C(=O)N PYRIDIN-4-CARBOXAMID